tert-butyl ((4-(2-acetyl-1,2,3,4-tetrahydroisoquinolin-6-yl)-2-formylquinolin-6-yl)methyl)(tetrahydro-2H-pyran-4-yl)carbamate C(C)(=O)N1CC2=CC=C(C=C2CC1)C1=CC(=NC2=CC=C(C=C12)CN(C(OC(C)(C)C)=O)C1CCOCC1)C=O